8-methoxy-4-(o-tolyl)-3,4-dihydrobenzo[b]oxepin-5(2H)-one COC=1C=CC2=C(OCCC(C2=O)C2=C(C=CC=C2)C)C1